2,5-dioxopyrrolidin-1-yl 2-(3'-(methylcarbamoyl)-[1,1'-biphenyl]-4-yl)acetate CNC(=O)C=1C=C(C=CC1)C1=CC=C(C=C1)CC(=O)ON1C(CCC1=O)=O